4-(4-fluorophenyl)-5-(4,4,5,5-tetramethyl-1,3,2-dioxaborolan-2-yl)-2-{[2-(trimethylsilyl)ethoxy]methyl}-1,2,3-triazole FC1=CC=C(C=C1)C1=NN(N=C1B1OC(C(O1)(C)C)(C)C)COCC[Si](C)(C)C